N1C(=CC=C1)C(=O)N Pyrrolamide